C(C=C)(=O)N1CC2(C1)CN(CC2)C2=NC(=NC(=C2C#N)C2=C1C=NNC1=CC=C2C)OC[C@H]2N(CCC2)C 4-(2-acryloyl-2,6-diazaspiro[3.4]octan-6-yl)-6-(5-methyl-1H-indazol-4-yl)-2-(((S)-1-methylpyrrolidin-2-yl)methoxy)pyrimidine-5-carbonitrile